BrCC1=CC=NN1C 5-(bromomethyl)-1-methyl-1H-pyrazole